8-[(2R)-3-(4-chlorophenyl)-2-[[4-[(4-methyl-1-piperazinyl)methyl]benzoyl]amino]-1-oxopropyl]-N-cyclohexyl-4-oxo-1-phenyl-1,3,8-triazaspiro[4.5]decane-3-acetamide ClC1=CC=C(C=C1)C[C@H](C(=O)N1CCC2(C(N(CN2C2=CC=CC=C2)CC(=O)NC2CCCCC2)=O)CC1)NC(C1=CC=C(C=C1)CN1CCN(CC1)C)=O